C1(CC1)\C(=C(/C=1C=C2C=NNC2=CC1)\C1=CC=C(C=C1)/C=C/C(=O)O)\C1=CC=CC=C1 (E)-3-(4-((E)-2-cyclopropyl-1-(1H-indazol-5-yl)-2-phenylvinyl)phenyl)acrylic acid